6-C-(E-phenylvinyl)-naringenin C1(=CC=CC=C1)/C=C/C1=C(C=2C(C[C@H](OC2C=C1O)C1=CC=C(O)C=C1)=O)O